BrC1=C(C(=O)NC2CCCCCC2)C=C(C=C1)N1C=NN=C1 2-bromo-N-cycloheptyl-5-(4H-1,2,4-triazol-4-yl)benzamide